N1N=CC(=C1)C1=CC=C(C=C1)N1C(C2(CC1)NCC1=CC=CC=C1C2)=O (4-(1H-pyrazol-4-yl)phenyl)-1,4-dihydro-2H-spiro[isoquinoline-3,3'-pyrrolidine]-2'-one